3-((1'R,2'R)-2,6-dihydroxy-5'-methyl-2'-(prop-1-en-2-yl)-1',2',3',4'-tetrahydro-[1,1'-biphenyl]-4-yl)propanoic acid OC1=C(C(=CC(=C1)CCC(=O)O)O)[C@H]1[C@@H](CCC(=C1)C)C(=C)C